(1s,4R)-N-((S)-1-(4-((4-cyclopropyl-1,5-naphthyridin-3-yl)amino)phenyl)-2,2,2-trifluoroethyl)-4-(1,3-dioxoisoindolin-2-yl)-N-methylcyclohexane-1-carboxamide C1(CC1)C1=C(C=NC2=CC=CN=C12)NC1=CC=C(C=C1)[C@@H](C(F)(F)F)N(C(=O)C1CCC(CC1)N1C(C2=CC=CC=C2C1=O)=O)C